tert-butyl ((1S,2S,4S)-2-isocyanato-4-(3-(trifluoromethyl)-phenyl)cyclohexyl)carbamate N(=C=O)[C@@H]1[C@H](CC[C@@H](C1)C1=CC(=CC=C1)C(F)(F)F)NC(OC(C)(C)C)=O